[Si](C)(C)(C(C)(C)C)OCC1CN(S(CO1)(=O)=O)C 6-({[tert-butyl(dimethyl)silyl]oxy}methyl)-4-methyl-1,3,4-oxathiazinane 3,3-dioxide